NC=1C=2N(C(=C(N1)C1=CC(=CC=C1)C#N)C1=NC=NC=C1)N=C(C2)C(=O)O 4-amino-6-(3-cyanophenyl)-7-(pyrimidin-4-yl)pyrazolo[1,5-a]pyrazine-2-carboxylic acid